4,4-bis(4-(trifluoromethyl)phenethyl)butyronitrile FC(C1=CC=C(CCC(CCC#N)CCC2=CC=C(C=C2)C(F)(F)F)C=C1)(F)F